CC1(CC1)CN1N=CN=C1C1=CC=C(C(=O)O)C=C1 4-[2-[(1-methylcyclopropyl)methyl]-1,2,4-triazol-3-yl]benzoic acid